N-(5-(2-chloropyrimidin-4-yl)-4-(4-fluorophenyl)thiazol-2-yl)ethanesulfonamide ClC1=NC=CC(=N1)C1=C(N=C(S1)NS(=O)(=O)CC)C1=CC=C(C=C1)F